6-Cyclobutoxy-4-(4-fluoro-3-(3-(methoxymethyl)-5,6,7,8-tetrahydro-[1,2,4]triazolo[4,3-a]pyrazine-7-carbonyl)benzyl)phthalazin-1(2H)-one C1(CCC1)OC=1C=C2C(=NNC(C2=CC1)=O)CC1=CC(=C(C=C1)F)C(=O)N1CC=2N(CC1)C(=NN2)COC